FC(C(=O)O)(F)F.C(CCCC(=O)N)(=O)N Glutaramide trifluoroacetate